[Cl-].[Cl-].C(C1=CC=CC=C1)[Zr+](CC)CC1=CC=CC=C1.C(C1=CC=CC=C1)[Zr+](CC1=CC=CC=C1)CC dibenzyl-monoethyl-zirconium (IV) dichloride